2-iso-propyl-pyrimidine-5-carboxamide C(C)(C)C1=NC=C(C=N1)C(=O)N